alpha-acetyl-gamma-butyrolactone C(C)(=O)C1C(=O)OCC1